C(#N)C=1C=C2C(C(=CN(C2=NC1N1[C@H](CCC1)COC1=CC=CC=C1)C1=NC=CN=C1)C(=O)O)=O (R)-6-cyano-4-oxo-7-(2-(phenoxy-methyl)pyrrolidin-1-yl)-1-(pyrazin-2-yl)-1,4-dihydro-1,8-naphthyridine-3-carboxylic acid